COC(=O)C1=CNC2=NC=C(C=C21)F 5-fluoro-1H-pyrrolo[2,3-b]pyridine-3-carboxylic acid methyl ester